C(C)(C)(C)C=1C=CC=2N(C3=CC=C(C=C3C2C1)C(C)(C)C)C=1C=CC2=C3C1C=CC=C3C(C=3C=CC=CC23)=O 3-(3,6-di-tert-butyl-9H-carbazol-9-yl)-7H-benzo[de]anthracen-7-one